N-[2-chloro-4-(7-fluoro-3,4-dihydro-1H-isoquinolin-2-yl)-6-trifluoromethyl-phenyl]-3,3-dimethylbutanamide ClC1=C(C(=CC(=C1)N1CC2=CC(=CC=C2CC1)F)C(F)(F)F)NC(CC(C)(C)C)=O